N-(4-(8-ethyl-2-(((3S,5S)-5-(fluoro-methyl)piperidin-3-yl)amino)pyrido[3,2-d]pyrimidin-6-yl)-2-fluoro-phenyl)-1-phenylmethanesulfonamide C(C)C1=CC(=NC2=C1N=C(N=C2)N[C@@H]2CNC[C@H](C2)CF)C2=CC(=C(C=C2)NS(=O)(=O)CC2=CC=CC=C2)F